The molecule is the monohydrate form of entecavir. A synthetic analogue of 2'-deoxyguanosine, entecavir is a nucleoside reverse transcriptase inhibitor with selective antiviral activity against hepatitis B virus. It is phosphorylated intracellularly to the active triphosphate form, which competes with deoxyguanosine triphosphate, the natural substrate of hepatitis B virus reverse transcriptase, inhibiting every stage of the enzyme's activity, although it has no activity against HIV. Enteclavir is used for the treatment of chronic hepatitis B. It has a role as an EC 2.7.7.49 (RNA-directed DNA polymerase) inhibitor and an antiviral drug. It contains an entecavir (anhydrous). C=C1[C@H](C[C@@H]([C@H]1CO)O)N2C=NC3=C2N=C(NC3=O)N.O